BrC=1N=C2N(C(CCC2)C2=CC(=CC(=C2)F)F)C1 2-bromo-5-(3,5-difluorophenyl)-5,6,7,8-tetrahydroimidazo[1,2-a]pyridine